C(C)(C)(C)OC(NC1=C(C(=NC(=C1)Cl)Cl)[N+](=O)[O-])=O tert-butyl-(2,6-dichloro-3-nitropyridin-4-yl)carbamate